1-ethyl-6,8-difluoro-7-(3-methylpiperazin-1-yl)-4-oxo-1,4-dihydroquinoline-3-carboxylic acid C(C)N1C=C(C(C2=CC(=C(C(=C12)F)N1CC(NCC1)C)F)=O)C(=O)O